ClC=1C(=CC2=C(C[C@](O2)(C2=CC=CC=C2)CNC(OC(C)(C)C)=O)C1C1=C(C=CC=C1F)C#N)F Tert-butyl (((2S,4S)-5-chloro-4-(2-cyano-6-fluorophenyl)-6-fluoro-2-phenyl-2,3-dihydrobenzofuran-2-yl)methyl)carbamate